ClC1=NC=C(C(=C1)N1C(C(=C(C=C1C)OS(=O)(=O)C(F)(F)F)Cl)=C=O)C 2',3-dichloro-5',6-dimethyl-2-carbonyl-2H-[1,4'-bipyridine]-4-yltrifluoromethanesulfonic acid